C\C=C\C(CCCC)=O (2E)-2-octen-4-one